ethyl (E)-3-(2-iodo-4-(3-phenyloxetan-3-yl)phenoxy)but-2-enoate IC1=C(O/C(=C/C(=O)OCC)/C)C=CC(=C1)C1(COC1)C1=CC=CC=C1